rel-1,3-diethyl-N-((1R,2S)-2-ethyl-1-methylcyclopropyl)-2,4-dioxo-1,2,3,4-tetrahydroquinazoline-6-sulfonamide C(C)N1C(N(C(C2=CC(=CC=C12)S(=O)(=O)N[C@]1([C@H](C1)CC)C)=O)CC)=O |o1:16,17|